C[C@H]([C@@]12CCC[NH+]3[C@@H]1[C@@]4(CC3)C5=CC=CC=C5NC4=C(C2)C(=O)OC)O The molecule is an ammonium ion resulting from the protonation of the tertiary amino group of (-)-minovincinine. The major species at pH 7.3. It is an ammonium ion derivative and an indole alkaloid cation. It is a conjugate acid of a (-)-minovincinine. It is an enantiomer of a (+)-minovincinine(1+).